(2S,4S)-4-[(6-bromo-2-pyridinyl)amino]pyrrolidine-1,2-dicarboxylic acid O1-benzyl O2-methyl ester COC(=O)[C@H]1N(C[C@H](C1)NC1=NC(=CC=C1)Br)C(=O)OCC1=CC=CC=C1